C(C)OC1=C(C=CC(=C1)N(CC)CC)C1(OC(=O)C2=C(C(=C(C(=C12)Cl)Cl)Cl)Cl)C1=C(N(C2=CC=CC=C12)CC)C 3-(2-ethoxy-4-diethylaminophenyl)-3-(1-ethyl-2-methylindol-3-yl)-4,5,6,7-tetrachlorophthalide